OC1=CC=CC2=C1N(C(N2)=O)C2CCNCC2 7-Hydroxy-1-(piperidin-4-yl)-1H-benzo[d]imidazol-2(3H)-one